tert-butyl 4-[7-chloro-5-(2,8-dimethylimidazo[1,2-b]pyridazin-6-yl)-1,3-benzoxazol-2-yl]piperidine-1-carboxylate ClC1=CC(=CC=2N=C(OC21)C2CCN(CC2)C(=O)OC(C)(C)C)C=2C=C(C=1N(N2)C=C(N1)C)C